OC(C(=O)O)(C)C=1C=NC(=CC1)OC1=CC(=CC=C1)C 2-hydroxy-2-(6-(3-methylphenoxy)pyridin-3-yl)propanoic acid